CC1=C(C(=O)OC)C=C(C(=C1)C)C=1NC(=CN1)[C@H]1OCCC1 (S)-Methyl 2,4-dimethyl-5-(5-(tetrahydrofuran-2-yl)-1H-imidazol-2-yl)benzoate